ClC=1C(=NC(=NC1)NC1=C(C=C2CCN(CC2=C1)C)OC)N1C=C(C2=CC=CC=C12)C(C(=O)O)C 2-(1-(5-chloro-2-((6-methoxy-2-methyl-1,2,3,4-tetrahydroisoquinolin-7-yl)amino)pyrimidin-4-yl)-1H-indol-3-yl)propionic acid